NC1=CC(=CC=N1)C(=O)C1CCN(CC1)C (6-AMINO-PYRIDIN-4-YL)-(1-METHYL-PIPERIDIN-4-YL)-METHANON